5-(chloromethyl)-2-(trifluoromethoxy)pyridine hydrochloride Cl.ClCC=1C=CC(=NC1)OC(F)(F)F